methyl 3-chloro-5-(2-(2-methyl-1H-imidazol-1-yl)ethyl)amino-4-nitrobenzoate ClC=1C=C(C(=O)OC)C=C(C1[N+](=O)[O-])NCCN1C(=NC=C1)C